9-methyl-9-n-propoxycarbonyl-tetracyclo[6.2.1.13,6.02,7]Dodec-4-ene CC1(C2C3C4C=CC(C3C(C1)C2)C4)C(=O)OCCC